BrC=1C(=CC(=C(C=O)C1)OCCC)OCCC 5-bromo-2,4-dipropoxybenzaldehyde